FC1=NN2C(C(NC3=C(C(=CC=C23)C(=O)OCC)F)=O)=C1 ethyl 2,6-difluoro-4-oxo-5H-pyrazolo[1,5-a]quinoxaline-7-carboxylate